tributyl-ethoxytin C(CCC)[Sn](OCC)(CCCC)CCCC